3-(2-(3,3-difluoro-4-(methylsulfonamido)piperidin-1-yl)-1,1-difluoro-2-oxoethyl)-4-fluoro-N-(4-fluoro-3-methylphenyl)benzamide FC1(CN(CCC1NS(=O)(=O)C)C(C(F)(F)C=1C=C(C(=O)NC2=CC(=C(C=C2)F)C)C=CC1F)=O)F